5-t-butylcyclohexyl peroxypivalate C(C(C)(C)C)(=O)OOC1CCCC(C1)C(C)(C)C